2-ethylsulfinylethylmethylphosphonate C(C)S(=O)CCOP([O-])(=O)C